FC=1C=C2CCN(CC2=CC1NC=1N=NC(=C(N1)NC1=CC(=CC=C1)CO)C(=O)N)C ((6-fluoro-2-methyl-1,2,3,4-tetrahydroisoquinolin-7-yl)amino)-5-((3-(hydroxymethyl)phenyl)amino)-1,2,4-triazine-6-carboxamide